CC(=CCC/C(=C/CC1(C=NC2=CC=CC=C21)/C=C\\[N+]#[C-])/C)C The molecule is a member of the class of indoles in which the hydrogens at position 3 of 3H-indole have been replaced by 2-isocyanovinyl and geranyl groups. It is an indole, an isocyanide and an olefinic compound. It derives from a 3H-indole.